NC(=O)C1=CC(=C(C=C1)N1C2=CC=C(C=C2C=2C=CC(=CC12)C(=O)O)C=1SC(=CC1)N1C(=NC=C1)C)C 9-(4-aminocarbonyl-2-methylphenyl)-6-[5-(2-methyl-1H-imidazol-1-yl)thiophen-2-yl]-9H-carbazole-2-carboxylic acid